[Cl-].ClC=CC[N+]12CN3CN(CN(C1)C3)C2 1-(3-Chloroallyl)-3,5,7-triaza-1-azonia-adamantan chlorid